3,3'-disulfanediyldipropionate S(SCCC(=O)[O-])CCC(=O)[O-]